(±)-[2-[4-(3-ethoxy-2-hydroxypropoxy)phenylcarbamoyl]ethyl]dimethylsulfonium p-toluenesulfonate CC1=CC=C(C=C1)S(=O)(=O)[O-].C(C)OC[C@H](COC1=CC=C(C=C1)NC(=O)CC[S+](C)C)O |r|